chloro-4-(4-methoxyphenoxy)aniline HCl Cl.ClNC1=CC=C(C=C1)OC1=CC=C(C=C1)OC